Methyl (2S)-2-amino-3-(tert-butoxycarbonylamino)propanoate N[C@H](C(=O)OC)CNC(=O)OC(C)(C)C